(RS)-5-[2-(difluoromethyl)-4-[(3-methoxypyrrolidin-3-yl)methoxy]pyrazol-3-yl]-N-(2,6-dimethylpyrimidin-4-yl)pyrazolo[1,5-a]pyridin-2-amine FC(N1N=CC(=C1C1=CC=2N(C=C1)N=C(C2)NC2=NC(=NC(=C2)C)C)OC[C@@]2(CNCC2)OC)F |r|